(1S,3S)-methyl-3-((6-(5-(((5-(cyclobutylmethyl)-1,2,4-oxadiazol-3-yl)amino)methyl)-1-methyl-1H-1,2,3-triazol-4-yl)-2-cyclopropylpyridin-3-yl)oxy)cyclohexanecarboxylate COC(=O)[C@@H]1C[C@H](CCC1)OC=1C(=NC(=CC1)C=1N=NN(C1CNC1=NOC(=N1)CC1CCC1)C)C1CC1